[Cl-].C(C)(C)(C)[SiH](C)C tertiary butyl-dimethylsilane chloride